COC=1C(=C(C=CC1NC(=O)C=1SC(=CC1)C1=CC=CC=C1)C1=CC=CC=C1)CC(=O)O (3-methoxy-4-(5-phenylthiophene-2-carboxamido)-[1,1'-biphenyl]-2-yl)acetic acid